O1CC(CC1)N1N=CC=2C1=NC(=NC2)NC=2N=CN(C2)C2=CC(=C(C(=C2)OC)OC)OC 1-(tetrahydrofuran-3-yl)-N-(1-(3,4,5-trimethoxyphenyl)-1H-imidazol-4-yl)-1H-pyrazolo[3,4-d]pyrimidin-6-amine